5-bromo-4-(5-cyclopropyl-1,3,4-oxadiazol-2-yl)-1-(3-fluoro-4-methylbenzyl)-8-(trifluoromethyl)-1,3-dihydro-2H-benzo[b]azepin-2-one BrC=1C2=C(N(C(CC1C=1OC(=NN1)C1CC1)=O)CC1=CC(=C(C=C1)C)F)C=C(C=C2)C(F)(F)F